ClC1=CC=C(C=C1)N1CCN(C2=CC=CC=C12)C(C(C)N1CCN(CC1)C)=O 1-(4-(4-chlorophenyl)-3,4-dihydroquinoxaline-1(2H)-yl)-2-(4-methylpiperazin-1-yl)propan-1-one